N(CC(=O)O)(CC(=O)O)CC(=O)O.[Ce+4] cerium(IV) nitrilotriacetic acid